[1-[(1R)-1-[(1R,2R)-2-[(8-chloro-2,2-dimethyl-chroman-4-yl)carbamoyl]cyclopropyl]-3-methoxy-propyl]-4,4-dimethyl-6-oxo-hexahydropyrimidin-2-ylidene]ammonium ClC=1C=CC=C2C(CC(OC12)(C)C)NC(=O)[C@H]1[C@@H](C1)[C@@H](CCOC)N1C(NC(CC1=O)(C)C)=[NH2+]